CC1=CC(=NN1)NC1=NSC(=N1)NC1CC2CCC(C1)N2CCC#N 3-((3-exo)-3-((3-((5-methyl-1H-pyrazol-3-yl)amino)-1,2,4-thiadiazol-5-yl)amino)-8-azabicyclo[3.2.1]octane-8-yl)propionitrile